(R)-5-{4-[4-(3,5-dimethylpyridin-2-yl)piperazine-1-carbonyl]-2-methylphenyl}-5-isopropylimidazolidine-2,4-dione CC=1C(=NC=C(C1)C)N1CCN(CC1)C(=O)C1=CC(=C(C=C1)[C@@]1(C(NC(N1)=O)=O)C(C)C)C